N1=C(C=NC=C1)C1=CC=C(N)C=C1 4-(pyrazin-2-yl)aniline